meta-fluorobenzotrifluoride FC=1C=C(C=CC1)C(F)(F)F